4-fluoro-N-(4-(indoline-1-carbonyl)phenyl)benzenesulfonamide FC1=CC=C(C=C1)S(=O)(=O)NC1=CC=C(C=C1)C(=O)N1CCC2=CC=CC=C12